methyl-1,2,4-oxadiazole CC1=NOC=N1